2-(benzothiophen-5-yl)-N-benzoyl-7-(4-bromo-3-chloro-benzoyl)-3-oxo-6,8-dihydro-5H-imidazo[1,5-a]pyrazine-1-carboxamide S1C=CC2=C1C=CC(=C2)N2C(N1C(CN(CC1)C(C1=CC(=C(C=C1)Br)Cl)=O)=C2C(=O)NC(C2=CC=CC=C2)=O)=O